9-((1s,4s)-4-aminocyclohexyl)-2-chloro-7-methyl-7,9-dihydro-8H-purin-8-one NC1CCC(CC1)N1C2=NC(=NC=C2N(C1=O)C)Cl